SC1(CC(C(CC1)C(C)C)=O)C mercapto-para-menthan-3-one